2-fluoro-5-(piperazin-1-yl)pyrimidine FC1=NC=C(C=N1)N1CCNCC1